6-chloro-N-[5-(cyclopropylmethyl)-4-methoxy-pyrimidin-2-yl]-1H-indole-3-sulfonamide ClC1=CC=C2C(=CNC2=C1)S(=O)(=O)NC1=NC=C(C(=N1)OC)CC1CC1